O=C1C\C(\CCC1)=N\C1=C(C=CC=C1)S(=O)(=O)N [(E)-(3-oxocyclohexylidene)amino]benzenesulfonamide